ClC=1C=2N(C=CC1)C(=CN2)C2=NC=C(C1=C2CNC1=O)NC1=NC=C(C=C1)N1C[C@@H](OCC1)C(C)(C)O 4-(8-chloro-imidazo[1,2-a]pyridin-3-yl)-7-[[5-[(2R)-2-(1-hydroxy-1-methyl-ethyl)morpholin-4-yl]-2-pyridyl]amino]-2,3-dihydro-pyrrolo[3,4-c]pyridin-1-one